N1=CC=C(C=C1)C1=NOC2=C1C(C1=C(C2=O)C=CS1)=O 3-(pyridin-4-yl)thieno[3',2':4,5]benzo[1,2-d]isoxazole-4,8-dione